2-(3-iodo-6-methoxypyrazolo[1,5-a]pyrimidin-5-yl)propan-2-ol IC=1C=NN2C1N=C(C(=C2)OC)C(C)(C)O